Methyl (S)-2-(6-fluorobenzo[d]oxazol-2-yl)-6-methoxy-5-(pyridin-2-ylmethoxy)-1,2,3,4-tetrahydroisoquinoline-3-carboxylate FC1=CC2=C(N=C(O2)N2CC3=CC=C(C(=C3C[C@H]2C(=O)OC)OCC2=NC=CC=C2)OC)C=C1